N-benzyl-N-[4-[2-ethyl-4-(3-methylphenyl)-1,3-thiazol-5-yl]-2-pyridyl]amine C(C1=CC=CC=C1)NC1=NC=CC(=C1)C1=C(N=C(S1)CC)C1=CC(=CC=C1)C